C1(=CC=CC2=CC=CC=C12)N[C@H](C)C(=O)O D-1-naphthylalanine